C(CCCCC)C(C(=O)OCCCCCCN(CCCCCCOC(C(CCCCCCCC)CCCCCC)=O)CCCCN(C)CCCCC(=O)N(CCCCCCCC)CCCCCCCC)CCCCCCCC ((4-((5-(dioctylamino)-5-oxopentyl)(methyl)amino)-butyl)azanediyl)bis(hexane-6,1-diyl) bis(2-hexyldecanoate)